cyclopropyl-4-methyl-3-[2-methyl-4-(4-methylimidazol-1-yl)phenyl]sulfonyl-indole C1(CC1)C=1NC2=CC=CC(=C2C1S(=O)(=O)C1=C(C=C(C=C1)N1C=NC(=C1)C)C)C